ON=C(C1=CC=NC=C1)Cl N-hydroxyisonicotinimidoyl chloride